tert-butyl N-[(4,8-difluoro-6-formyl-3,5,6,7-tetrahydrocyclopenta[f]benzimidazol-2-yl)methyl]carbamate FC1=C2C(=C(C=3N=C(NC31)CNC(OC(C)(C)C)=O)F)CC(C2)C=O